2-[6-amino-5-[8-[2-[3-[1-(hydroxymethyl)-3-azabicyclo[3.1.0]hex-3-yl]prop-1-ynyl]-4-pyridinyl]-3,8-diazabicyclo[3.2.1]oct-3-yl]pyridazin-3-yl]phenol NC1=C(C=C(N=N1)C1=C(C=CC=C1)O)N1CC2CCC(C1)N2C2=CC(=NC=C2)C#CCN2CC1(CC1C2)CO